3,4-dichlorobenzyl-hydrazine ClC=1C=C(CNN)C=CC1Cl